2-[4-[4-[[(3RS)-2,6-dioxo-3-piperidinyl]amino]phenyl]cyclohexyl]acetic acid methyl ester COC(CC1CCC(CC1)C1=CC=C(C=C1)N[C@H]1C(NC(CC1)=O)=O)=O |r|